4-(isopropylamino)-3-(1-(piperidin-4-yl)-1H-1,2,3-triazol-4-yl)-5H-pyrido[3,2-b]indole-7-carbonitrile C(C)(C)NC1=C(C=NC2=C1NC=1C=C(C=CC21)C#N)C=2N=NN(C2)C2CCNCC2